NC[C@H](COC1=CC=C(C#N)C=C1)O p-[(R)-3-amino-2-hydroxypropoxy]benzonitrile